N=CC(=O)OCCO 2-hydroxyethyl iminoacetate